C(C)(=O)C=1C2=C(C=NN1)C=1N(CC2C)N=C(C1)C12CCC(CC1)(CC2)C(=O)OC methyl 4-(4-acetyl-5-methyl-5,6-dihydropyrazolo[1',5':1,2]pyrido[3,4-d]pyridazin-9-yl)bicyclo[2.2.2]octane-1-carboxylate